1-(2,5-dimethoxy-4-methylphenyl)propan-2-amine COC1=C(C=C(C(=C1)C)OC)CC(C)N